N,N-dimethyl-3-((5-(1-(tetrahydro-2H-pyran-4-yl)pyrido[2,3-e][1,2,4]triazolo[4,3-a]pyrazin-8-yl)pyridin-2-yl)oxy)-1-propylamine CN(C)CCCOC1=NC=C(C=C1)C1=CC2=C(N=CC=3N2C(=NN3)C3CCOCC3)N=C1